C(C)(C)(C)OC(=O)NCCC(=O)NC=1N=C(N(C1)C)C(=O)NC=1C=C(N(C1)C)C(=O)NCCC(=O)OC methyl 3-[[4-(4-[3-[(tert-butoxycarbonyl)amino]propanamido]-1-methylimidazole-2-amido)-1-methylpyrrol-2-yl]formamido]propanoate